COC=1C=C(C=C(C1)N1C=NC(=C1)C)NC1=CC=NC2=CC(=CC=C12)C(F)(F)F N-(3-Methoxy-5-(4-Methyl-1H-imidazol-1-yl)phenyl)-7-(trifluoromethyl)quinolin-4-amine